[Cu].[Mg].[Si].[Al] aluminum silicon magnesium copper